ClCCCCS(=O)(=O)N1CCC(CC1)N1N=CC(=C1)C1=NC2=CC=CC=C2N=C1 2-(1-(1-((4-chlorobutyl)sulfonyl)piperidin-4-yl)-1H-pyrazol-4-yl)quinoxaline